5-(2,4-dihydroxy-5-isopropylphenyl)-N-methyl-4-iodoisoxazole-3-carboxamide OC1=C(C=C(C(=C1)O)C(C)C)C1=C(C(=NO1)C(=O)NC)I